CN1C2=NC(=NC(=C2N=C1)N)SC 9-methyl-2-(methylthio)-9H-purin-6-amine